Methyl 2-(Hydroxy(pyridin-2-yl)methyl)acrylate OC(C(C(=O)OC)=C)C1=NC=CC=C1